ortho-ethyl-phenol C(C)C1=C(C=CC=C1)O